2-methyl-5,6-dihydro-8H-[1,2,4]triazolo[1,5-a]pyrazin CC1=NN2C(CNCC2)=N1